2-((4-methylphenyl)sulfonylamino)-N-(4-phenylthiazol-2-yl)-4-(trifluoromethyl)benzamide CC1=CC=C(C=C1)S(=O)(=O)NC1=C(C(=O)NC=2SC=C(N2)C2=CC=CC=C2)C=CC(=C1)C(F)(F)F